4-bromo-2,6-difluorobenzotrifluoride BrC1=CC(=C(C(=C1)F)C(F)(F)F)F